2-(4-(amino-methyl)-4-methoxy-piperidin-1-yl)-5-(4-chloro-2-methyl-2H-indazol-5-yl)-3-methyl-3,7-dihydro-4H-pyrrolo[2,3-d]pyrimidin-4-one NCC1(CCN(CC1)C=1N(C(C2=C(N1)NC=C2C2=C(C1=CN(N=C1C=C2)C)Cl)=O)C)OC